NC1=NC=CC(=C1N)C=1C=NN(C1)C1=CC=C(C=N1)CC#N 2-(6-(4-(2,3-diaminopyridin-4-yl)-1H-pyrazol-1-yl)pyridin-3-yl)acetonitrile